6-(Nitrooxy)Hexanoylchlorid [N+](=O)([O-])OCCCCCC(=O)Cl